ClC=1C=2C(N=C(N1)Cl)=NN(C2)C2=C(C=C(C=C2C)C(C)(F)F)C 4,6-Dichloro-2-{4-(1,1-difluoroethyl)-2,6-dimethylphenyl}-2H-pyrazolo[3,4-d]pyrimidine